ClC(C=1N=C2N(C=CN=C2)C1)Cl 2-(Dichloromethyl)imidazo[1,2-a]pyrazine